1,4-bis(1-chloro-1-methylethyl)benzene ClC(C)(C)C1=CC=C(C=C1)C(C)(Cl)C